(S)-5-(2-((1-(2-(4,4-Difluoropiperidin-1-yl)-6-methyl-4-oxo-4H-chromen-8-yl)ethyl)amino)phenyl)-1,3,4-oxadiazol-2(3H)-one FC1(CCN(CC1)C=1OC2=C(C=C(C=C2C(C1)=O)C)[C@H](C)NC1=C(C=CC=C1)C1=NNC(O1)=O)F